(E)-N'-(naphthalen-1-ylmethylene)-2-phenylacetohydrazide C1(=CC=CC2=CC=CC=C12)\C=N\NC(CC1=CC=CC=C1)=O